(R)-6-(but-3-en-1-yl)-2-(4,4-difluoroazepan-1-yl)-N-(3-(S-methylsulfonimidoyl)phenyl)nicotinamide C(CC=C)C1=NC(=C(C(=O)NC2=CC(=CC=C2)[S@@](=O)(=N)C)C=C1)N1CCC(CCC1)(F)F